6-(6-methoxy-1H-imidazo[4,5-b]pyridin-2-yl)-2-methyl-7-((2-methyl-1-(pyrimidin-2-yl)propyl)amino)-2,4-dihydro-5H-pyrazolo[4,3-b]pyridin-5-one COC=1C=C2C(=NC1)N=C(N2)C2=C(C=1C(NC2=O)=CN(N1)C)NC(C(C)C)C1=NC=CC=N1